S(=O)(=O)(O)C1=CC=C(C)C=C1.NC(=O)C1=CC=CC2=CN(N=C12)C1=CC=C(C=C1)[C@H]1CNCCC1 (3S)-3-[4-{7-(aminocarbonyl)-2H-indazol-2-yl}phenyl]piperidine tosylate